NC=1C(=C(C=CC1)NC(=O)NC(C1=C(C=C(C=C1)Cl)F)=O)F N-((3-amino-2-fluorophenyl)carbamoyl)-4-chloro-2-fluorobenzamide